BrC1=C(C=CC=C1)C1(OCCC1)C#N 2-(2-bromophenyl)oxolane-2-carbonitrile